ClC1=CC=C(C=C1)NC(NC1=CC(=CC=C1)C=1N(C=CC1)C)=O 3-(4-chlorophenyl)-1-[3-(1-methyl-1H-pyrrol-2-yl)phenyl]urea